1-((Acetyl-L-cysteinyl)oxy)ethyl (2S)-2-(2-(benzofuran-6-carbonyl)-5,7-dichloro-1,2,3,4-tetrahydroisoquinoline-6-carboxamido)-3-(3-(methylsulfonyl)phenyl)propanoate O1C=CC2=C1C=C(C=C2)C(=O)N2CC1=CC(=C(C(=C1CC2)Cl)C(=O)N[C@H](C(=O)OC(C)OC([C@@H](NC(C)=O)CS)=O)CC2=CC(=CC=C2)S(=O)(=O)C)Cl